3-Methoxy-4-((3-(4-((1-methylpiperidin-4-yl)amino)-1-(2,2,2-trifluoroethyl)-1H-indol-2-yl)prop-2-yn-1-yl)amino)benzoic acid COC=1C=C(C(=O)O)C=CC1NCC#CC=1N(C2=CC=CC(=C2C1)NC1CCN(CC1)C)CC(F)(F)F